ClC=1C=C(C(=NC1)N1C([C@@H](N(C(C1)=O)CC1=CC(=C(C=C1)F)Cl)C1COC1)=O)C (S)-1-(5-chloro-3-methyl-pyridin-2-yl)-4-(3-chloro-4-fluorobenzyl)-3-(oxetan-3-yl)piperazine-2,5-dione